NCC1=NNC(N1C1=CC(=C(C=C1)Cl)F)=O 3-(aminomethyl)-4-(4-chloro-3-fluorophenyl)-4,5-dihydro-1H-1,2,4-triazol-5-one